ClC1=C(C=CC=C1)C1=NNC2=NC(=CN=C21)N2CCC(CC2)(F)CNC(OCC2=CC=CC=C2)=O benzyl ((1-(3-(2-chlorophenyl)-1H-pyrazolo[3,4-b]pyrazin-6-yl)-4-fluoropiperidin-4-yl)methyl)carbamate